N-(2-aminopropyl)-3-methylpiperazine NC(CN1CC(NCC1)C)C